C(C)(C)(C)OC(=O)N1[C@@H]2[C@@H]([C@@H](C[C@H]1CC2)N(C)C=2N=NC(=CN2)C2=C(C=C(C=C2)C=2C=NNC2)O)F |r| (±)-(1S,2R,3R,5R)-2-fluoro-3-((6-(2-hydroxy-4-(1H-pyrazol-4-yl)phenyl)-1,2,4-triazin-3-yl)(methyl)amino)-8-azabicyclo[3.2.1]Octane-8-carboxylic acid tert-butyl ester